N-((1,3,4-oxadiazol-2-yl)methyl)-1-hydroxy-6,6,9-trimethyl-3-pentyl-6H-benzo[c]chromene-2-carboxamide O1C(=NN=C1)CNC(=O)C=1C(=C2C3=C(C(OC2=CC1CCCCC)(C)C)C=CC(=C3)C)O